C1(=CC=CC2=CC=CC=C12)S(=O)(=O)C=1C(=NC=CC1C(=O)N)C(=O)N (naphthalen-1-ylsulfonyl)pyridine-2,4-diamide